2,6-Bis(3-dimethylamino-1-oxoprop-2-en-yl)pyridine CN(C=CC(=O)C1=NC(=CC=C1)C(C=CN(C)C)=O)C